C(C1=CC=CC=C1)N1[C@@H](CCC1)C(=O)O Benzyl-L-proline